N-ethyl-N'-(3-dimethylaminopropyl)carbodiimide hydrochloride salt Cl.C(C)N=C=NCCCN(C)C